CN(CCOC1=CC=C(C=N1)NC=1C(=CC=CC1C)N)C N1-(6-(2-(dimethylamino)ethoxy)pyridin-3-yl)-6-methylbenzene-1,2-diamine